2-[tert-butyl-(dimethyl)silyl]oxo-1-[rac-(4s,5r)-5-[5-(benzyloxymethyl)-4-methoxy-pyrrolo[3,2-d]pyrimidine-7-carbonyl]-2,2-dimethyl-1,3-dioxan-4-yl]ethanone C(C)(C)(C)[Si](C(C(=O)[C@H]1OC(OC[C@H]1C(=O)C1=CN(C2=C1N=CN=C2OC)COCC2=CC=CC=C2)(C)C)=O)(C)C |r|